(perfluoro)-methoxy-vinyl ether FC(=C(OC(F)(F)F)F)OC(=C(F)OC(F)(F)F)F